N-{[3-nitro-4-({[(3S)-1-oxetan-3-ylpyrrolidin-3-yl]methyl}amino)phenyl]sulfonyl}-2-(1H-pyrrolo[2,3-b]pyridin-5-yloxy)benzamide [N+](=O)([O-])C=1C=C(C=CC1NC[C@H]1CN(CC1)C1COC1)S(=O)(=O)NC(C1=C(C=CC=C1)OC=1C=C2C(=NC1)NC=C2)=O